NCCC=1C=NC(=NC1)C1=C(C=C(C#N)C=C1)C(=O)C=1C=NN(C1)C=1SC=CN1 4-[5-(2-aminoethyl)pyrimidin-2-yl]-3-[1-(1,3-thiazol-2-yl)pyrazole-4-carbonyl]benzonitrile